ClC1=CC=C2C(=C(N(C2=C1F)C=1C=NN(C1)C(C)C)OC)SC=1C=C(C(=O)O)C=CC1 3-((6-chloro-7-fluoro-1-(1-isopropyl-1H-pyrazol-4-yl)-2-methoxy-1H-indol-3-yl)thio)benzoic acid